ClC=1C=C2C(=NC(=NC2=C(C1C1=CC(=CC2=C1N=C(S2)N)C)F)OC[C@H]2N(CCC2)C)N2CCNCC2 4-(6-chloro-8-fluoro-2-(((S)-1-methylpyrrolidin-2-yl)methoxy)-4-(piperazin-1-yl)quinazolin-7-yl)-6-methylbenzo[d]thiazol-2-amine